C(C)(C)(C)C1=NN(C(=C1)NC(=O)NC1=C(C=C(C=C1)OC1=CC=NC=2NC(C=NC21)=O)SC)C2=CC=C(C=C2)C#N 1-(3-(tert-butyl)-1-(4-cyanophenyl)-1H-pyrazol-5-yl)-3-(2-(methylthio)-4-((3-oxo-3,4-dihydropyrido[2,3-b]pyrazin-8-yl)oxy)phenyl)urea